NCC1=CC=C(C=C1)C1=CC(=C(C=C1)OCC)S(=O)(=O)N1CCC2(C[C@@H](CO2)NC[C@@H](COC2=CC(=CC=C2)S(=O)(=O)C(C)C)O)CC1 (S)-1-((S)-8-(4'-(aminomethyl)-4-ethoxybiphenyl-3-ylsulfonyl)-1-oxa-8-azaspiro[4.5]decan-3-ylamino)-3-(3-(isopropylsulfonyl)phenoxy)propan-2-ol